4-isopropylphenyl-(p-tolyl)iodonium C(C)(C)C1=CC=C(C=C1)[I+]C1=CC=C(C=C1)C